BrC1=C(/C=C/C2=CC=NC=C2)C=CC=C1 trans-4-(2-bromostyryl)pyridine